NC=1C(=CC(=NC1C(C)C)CN(C(OC(C)(C)C)=O)C)C(C)C tert-butyl ((5-amino-4,6-diisopropylpyridin-2-yl)methyl)(methyl)carbamate